bis[4-(3,4-dihydro-2H-1,3-benzoxazin-3-yl)phenyl]methane 5-menthyl-formate C1(CCC(C(C1)C(=O)O)C(C)C)C.O1CN(CC2=C1C=CC=C2)C2=CC=C(C=C2)CC2=CC=C(C=C2)N2COC1=C(C2)C=CC=C1